FC(=C1CCN2CCC=C12)F 1-(difluoromethylene)tetrahydro-1H-pyrrolizin